4-(4-Piperidinyl)-1,3-dihydroquinoxalin-2-one N1CCC(CC1)N1CC(NC2=CC=CC=C12)=O